NC1=NC=NC=2N(C3=CC(=CC=C3C21)OC)CC(=O)O 2-(4-amino-7-methoxy-9H-pyrimido[4,5-b]indol-9-yl)acetic acid